4-(divinylamino)cyclohexanone C(=C)N(C1CCC(CC1)=O)C=C